OC1C(C(OC(C1O)CO)OC1=CC(=C(C(=C1)O)C(C=CC1=CC=C(C=C1)OC)=O)O)OC1OC(C(C(C1O)O)O)C 1-[4-[4,5-Dihydroxy-6-(hydroxymethyl)-3-(3,4,5-trihydroxy-6-methyloxan-2-yl)oxyoxan-2-yl]oxy-2,6-dihydroxyphenyl]-3-(4-methoxyphenyl)prop-2-en-1-one